BrC=1C=C2C(=NN(C2=CC1)C1C(NC(CC1)=O)=O)C 3-(5-bromo-3-methyl-indazol-1-yl)piperidine-2,6-dione